BrC=1C=NN(C1)CC#N 2-(4-bromo-1H-pyrazol-1-yl)acetonitrile